C(C=C)(=O)O.C(C=C)(=O)O.C(C=C)(=O)O.C(C=C)(=O)O.C(C)OOOCC ethoxyether tetraacrylate